2-methyl-4-hydroxy-2H-1,2-benzothiazine-3-carboxylic acid ethyl ester-1,1-dioxide C(C)OC(=O)C=1N(S(C2=C(C1O)C=CC=C2)(=O)=O)C